ClC1=CC2=C(S1)C1(CC(NC(C1)CC1CCOCC1)C)OCC2 (2S,6R)-2-chloro-2'-methyl-6'-(tetrahydropyran-4-ylmethyl)spiro[4,5-dihydrothieno[2,3-c]pyran-7,4'-piperidine]